COC(/C(/C)=N/NC1=CC(=CC=C1)Br)=O (2E)-2-[(3-bromophenyl)hydrazono]Propionic acid methyl ester